C1(CCC1)N1N=C(C(=C1NC(CC1C(C1)(F)F)=O)C)CC1CC(C1)(F)F N-(1-cyclobutyl-3-((3,3-difluorocyclobutyl)methyl)-4-methyl-1H-pyrazol-5-yl)-2-(2,2-difluorocyclopropyl)acetamide